FC=1C(=NC=C(C1)C)OC1CCC2(CNC2)CC1 7-((3-Fluoro-5-methylpyridin-2-yl)oxy)-2-azaspiro[3.5]nonan